CN1C(C(=NC2=CC=CC=C12)C1=CC=C(C=C1)CCCCCCCCCCC)=O 1-methyl-3-(4-undecylphenyl)quinoxalin-2(1H)-one